FC1=C(C=CC=C1)[C@H]1[C@@H](CN(C1)C(=O)O)C(NC=1C=C(C=CC1)C1=CC=CC=C1)=O |r| (±)-trans-4-(2-fluorophenyl)-3-[(biphenyl-3-yl)carbamoyl]Pyrrolidine-1-carboxylic acid